benzyl 4-(1-(tert-butoxycarbonyl)piperidine-4-carbonyl)piperidine-1-carboxylate C(C)(C)(C)OC(=O)N1CCC(CC1)C(=O)C1CCN(CC1)C(=O)OCC1=CC=CC=C1